N1=CC=C(C=C1)N(CCCCCCSSCCCCC(C(=O)[O-])(CCCCCC)CCCC)CCCCCCSSCCCCC(C(=O)[O-])(CCCCCC)CCCC ((pyridin-4-ylazanediyl)bis(hexane-6,1-diyl)bis(disulfanediyl))bis(butane-4,1-diyl)bis(2-butyloctanoate)